O[C@@H]([C@H](CO[C@H]1O[C@@H]([C@@H]([C@@H]([C@H]1O)O)O)CO)NC(CCCCCCCCCCS(=O)(=O)C(C)C)=O)[C@@H](CCCCCCCCCCCCCC)O N-((2S,3S,4R)-3,4-dihydroxy-1-(((2S,3R,4S,5R,6R)-3,4,5-trihydroxy-6-(hydroxymethyl)tetrahydro-2H-pyran-2-yl)oxy)octadecan-2-yl)-11-(isopropylsulfonyl)undecanamide